BrC(C(=O)OCC1=CC=CC=C1)CBr benzyl 2,3-dibromopropionate